C(C1=CC=CC=C1)(=O)N1CCC2(CCN(C2=O)CC2=C(C=C(C(=C2)F)F)F)CC1 8-benzoyl-2-(2,4,5-trifluorobenzyl)-2,8-diazaspiro[4.5]decan-1-one